BrC1=CC=C2N3C45CCC(CN(CCOC=6N(N=CC6C=6C(N(C=C(C(NC3=NC2=C1)=O)C6)C)=O)C)C4)C5 6-Bromo-15,21-dimethyl-23-oxa-2,9,11,15,20,21,26-heptaazaheptacyclo[24.4.1.1^{1,28}.1^{13,17}.0^{2,10}.0^{3,8}.0^{18,22}]tritriaconta-3,5,7,9,13,17(33),18(22),19-octaene-12,16-dione